C(=O)[O-].C[NH2+]CCO methyl-hydroxyethyl-ammonium formate